(1R,5S,7S)-endo-7-Ethyl-5-methyl-6,8-dioxabicyclo[3.2.1]octane C(C)[C@@H]1O[C@@]2(CCC[C@H]1O2)C